NCC(=O)N1CC2=CC(=CC=C2CC1)OC1=CC(=C(C=C1)C(F)(F)F)F 2-amino-1-(7-(3-fluoro-4-(trifluoromethyl)phenoxy)-3,4-dihydroisoquinolin-2(1H)-yl)ethan-1-one